2-[[7-Acetamido-2-(furan-2-yl)-6-[4-[(E)-3-phenylprop-2-enoyl]phenoxy]-4,4a,6,7,8,8a-hexahydropyrano[3,2-d][1,3]dioxin-8-yl]oxy]acetic acid C(C)(=O)NC1C(C2OC(OCC2OC1OC1=CC=C(C=C1)C(\C=C\C1=CC=CC=C1)=O)C=1OC=CC1)OCC(=O)O